BrC1=CC(=C(CN2CC(C2)(O)C)C=C1)F 1-(4-bromo-2-fluorobenzyl)-3-methylazetidin-3-ol